2-fluoro-3,5-dimethoxyaniline FC1=C(N)C=C(C=C1OC)OC